(3-(Cyanomethyl)-4-methylpiperazin-1-yl)-N-(4-methylpent-2-ynyl)-1H-benzo[d]imidazole-1-carboxamide C(#N)CC1CN(CCN1C)C1=NC2=C(N1C(=O)NCC#CC(C)C)C=CC=C2